C1CC[C@@H]2[C@@H]3CC[C@@H]([C@@H]12)C3 |o1:3,4,7,8| rel-(3aR,4R,5R,7R,7aR)-octahydro-4,7-methano-1H-indene